FC(C1=NC2=C(N1)C=CC(=C2)C2=C(C(=O)N)C=CC=C2)(F)F (2-(trifluoromethyl)-1H-benzo[d]imidazol-5-yl)benzamide